4-(4-Cyclopentylthieno[2,3-b]pyridin-2-yl)-5-fluoro-N-(5-(1-methylpiperidin-4-yl)pyridin-2-yl)pyrimidin-2-amine C1(CCCC1)C1=C2C(=NC=C1)SC(=C2)C2=NC(=NC=C2F)NC2=NC=C(C=C2)C2CCN(CC2)C